1-(2-chloro-4-((6-methoxy-7-(3-(pyrrolidin-1-yl)propoxy)quinazolin-4-yl)oxy)phenyl)-3-(Dibenzo[b,d]furan-4-yl)urea ClC1=C(C=CC(=C1)OC1=NC=NC2=CC(=C(C=C12)OC)OCCCN1CCCC1)NC(=O)NC1=CC=CC2=C1OC1=C2C=CC=C1